(±)-N-(3-chloro-4-fluorophenyl)-1-fluoro-6,7,8,9-tetrahydro-5H-5,8-epiminocyclohepta[c]-pyridine-10-carboxamide ClC=1C=C(C=CC1F)NC(=O)N1C2CCC1CC=1C(=NC=CC12)F